C(C)(C)(C)OC(=O)N1C=C(C2=NC(=CC=C21)C2CCC1(OCCO1)CC2)C(C)C 3-isopropyl-5-(1,4-dioxaspiro[4.5]dec-8-yl)-1H-pyrrolo[3,2-b]pyridine-1-carboxylic acid tert-butyl ester